tert-butyl N-[3-cyano-1'-[5-fluoro-6-[(3R)-3-hydroxy-3-methyl-1-piperidyl]-2-methylsulfinyl-pyrimidin-4-yl]spiro[5,6-dihydrocyclopenta[b]thiophene-4,3'-azetidine]-2-yl]carbamate C(#N)C=1C2=C(SC1NC(OC(C)(C)C)=O)CCC21CN(C1)C1=NC(=NC(=C1F)N1C[C@](CCC1)(C)O)S(=O)C